1-(2,6-diethyl-anilino)ethylpyridine C(C)C1=C(NC(C)C2=NC=CC=C2)C(=CC=C1)CC